FC1=CC=C(C=C1)NC(C1=NC(=CC=C1)N1C=NC=C1)=O N-(4-fluorophenyl)-6-(1H-imidazol-1-yl)picolinamide